ClC1=C2C(=NNC2=CC(=C1)NC=1C=CC=C2CN(C(C12)=O)CC(=O)NCC(F)(F)F)C 2-[7-[(4-chloro-3-methyl-1H-indazol-6-yl)amino]-1-oxo-isoindolin-2-yl]-N-(2,2,2-trifluoroethyl)acetamide